chloro(diisopropylamino)phosphine ClPN(C(C)C)C(C)C